C(C)(C)(C)OC(=O)N1CC=2N(CC1)C(=NC2)CO.FC(C(F)F)(F)F 1,1,1,2,2-pentafluoroethane tert-butyl-3-(hydroxymethyl)-5,6-dihydroimidazo[1,5-a]pyrazine-7(8H)-carboxylate